(R)-7-(3,4-difluorobenzyl)-6-(methoxymethyl)-2-(5-methyl-2-((1-methyl-1H-pyrazol-5-yl)amino)pyrimidin-4-yl)-6,7-dihydroimidazo[1,2-a]pyrazin-8(5H)-one ethanesulfonate C(C)S(=O)(=O)O.FC=1C=C(CN2C(C=3N(C[C@@H]2COC)C=C(N3)C3=NC(=NC=C3C)NC3=CC=NN3C)=O)C=CC1F